3-methyl-6-oxo-1,6-dihydropyridazine-4-carboxylic acid ethyl ester C(C)OC(=O)C=1C(=NNC(C1)=O)C